FC(C=1C=C(C(=NC1)C(=O)N1CC2(C1)C=C(C(C(C2)(C)C)=O)C#N)F)F 2-[5-(difluoromethyl)-3-fluoropyridine-2-carbonyl]-8,8-dimethyl-7-oxo-2-azaspiro[3.5]non-5-ene-6-carbonitrile